C(C)(=O)N1C=C(C2=CC=CC=C12)C(=O)NC1=C(C(=O)O)C=CC(=C1)NC1CCCCCC1 (1-acetyl-1H-indole-3-carboxamido)-4-(cycloheptylamino)benzoic acid